CCC(CCCCCC(CCCCCCC)O)O hexadecane-3,9-diol